Siletan [SiH2]1CCC1